FC=1C(=C(C=CC1F)C1CCN(CC1)C(=O)C=1C2=C(NN1)CN(C2)C(CC)=O)C(F)(F)F 1-(3-(4-(3,4-difluoro-2-(trifluoromethyl)phenyl)piperidine-1-carbonyl)pyrrolo[3,4-c]pyrazol-5(1H,4H,6H)-yl)propan-1-one